endo-8-azabicyclo[3.2.1]Octane-3-ol C12CC(CC(CC1)N2)O